[Si](C)(C)(C(C)(C)C)O[C@@H]1C[C@H](C1)OC1=C2C(=NC=C1)N(N=C2CNC(OC(C)(C)C)=O)C2=CC=C(C=C2)OC(F)(F)F tert-butyl ((4-(trans-3-((tert-butyldimethylsilyl)oxy)cyclobutoxy)-1-(4-(trifluoromethoxy)phenyl)-1H-pyrazolo[3,4-b]pyridin-3-yl)methyl)carbamate